C(CCCCCCCCCCC)[N+](CC)(CC)CC Dodecyltriethyl-Ammonium